ClC=1C(=NC(=NC1)NC1=CC=C(C=C1)N1CCN(CC1)C)NC1=CC(=C(C(=O)N)C=C1)OCC1=C(C=CC=C1)F 4-((5-chloro-2-((4-(4-methylpiperazin-1-yl)phenyl)amino)-pyrimidin-4-yl)-amino)-2-((2-fluorobenzyl)oxy)benzamide